C1(CC1)[C@H](C1=NC=2N(C=C1)C=C(N2)[C@@H](NC(=O)C2=NC=NN2C(C)C)C2CCC(CC2)(F)F)NC(CC2CC(C2)(F)F)=O N-((S)-(7-((R)-Cyclopropyl(2-(3,3-difluorocyclobutyl)acetamido)methyl)imidazo[1,2-a]pyrimidin-2-yl)(4,4-difluorocyclohexyl)methyl)-1-isopropyl-1H-1,2,4-triazole-5-carboxamide